1-(1-aminoisoquinolin-4-yl)-N-(5-chloro-2-methyl-4-(2H-1,2,3-triazol-2-yl)phenyl)-5-(trifluoromethyl)-1H-pyrazole-4-carboxamide NC1=NC=C(C2=CC=CC=C12)N1N=CC(=C1C(F)(F)F)C(=O)NC1=C(C=C(C(=C1)Cl)N1N=CC=N1)C